C(C)C1=C2NC(=C1)C=C1C=CC(=N1)C=C1C=CC(N1)=CC=1C=CC(N1)=C2.[Sn] tin ethylporphyrin